OC(CC1(CC1)NC(OC(C)(C)C)=O)(C)C tert-butyl (1-(2-hydroxy-2-methylpropyl)cyclopropyl)carbamate